tert-butyl (E)-3-(2-amino-1-{[2-(trimethylsilyl)ethoxy]methyl}-4-imidazolyl)acrylate NC=1N(C=C(N1)/C=C/C(=O)OC(C)(C)C)COCC[Si](C)(C)C